COC1=CC=C(C(C2=CC=C(C=C2)OC)(C2=CC=CC=C2)C([C@@H]2[C@H]([C@H]([C@@H](O2)N2C=NC=3C(NC(C4=CC=CC=C4)=O)=NC=NC23)O)O)O)C=C1 5'-(4,4'-dimethoxytrityl)-N-benzoyl-adenosine